[F-].C(CCCCCCCCCCC)[NH+]1C(CCCC1)CCCC 1-Dodecyl-2-butylpiperidinium fluorid